N1C=C(C2=CC=CC=C12)CC(=O)O.N1(CCNCC1)C=1C=C(C=CC1)CC=O 2-(3-(piperazin-1-yl)phenyl)ethan-1-one indole-3-acetate